C(C)(C)(C)OC(=O)N[C@@H](CC(=O)OC)C=1C=NC=C(C1)C1=C(C=CC=C1C)C methyl (S)-3-((tert-butoxycarbonyl)amino)-3-(5-(2,6-dimethylphenyl)pyridin-3-yl)propanoate